C(C)(C)(C)OC(=O)N1CCC(C2=CC=CC(=C12)OC)N1C(N(C2=NC(=NC=C2C1)S(=O)(=O)C)C)=O 8-methoxy-4-(1-methyl-7-methylsulfonyl-2-oxo-4H-pyrimido[4,5-d]pyrimidin-3-yl)-3,4-dihydro-2H-quinoline-1-carboxylic acid tert-butyl ester